4-(2-(4-(2-acetyl-5-chlorophenyl)-5-methoxy-2-oxopyridin-1(2H)-yl)-4-methoxybutyrylamino)-2-fluorobenzoic acid C(C)(=O)C1=C(C=C(C=C1)Cl)C1=CC(N(C=C1OC)C(C(=O)NC1=CC(=C(C(=O)O)C=C1)F)CCOC)=O